C(CN(CC(=O)[O-])CC(=O)[O-])N(CC(=O)[O-])CC(=O)[O-].OCC[NH+](CCO)CCO.OCC[NH+](CCO)CCO.OCC[NH+](CCO)CCO.OCC[NH+](CCO)CCO tris(2-hydroxyethyl)ammonium ethylenediaminetetraacetate